6-tertbutyloxycarbonyl-amino-N-(6-(3-fluorenylmethoxycarbonyl-thioureido)hexyl)hexanamide C(C)(C)(C)OC(=O)CCCCC(C(=O)NCCCCCCNC(=S)NC(=O)OCC1=CC=CC=2C3=CC=CC=C3CC12)N